N-cyclopropyl-6-(2-hydroxy-2-methylpropoxy)-4-(6-(6-((6-methoxypyridin-3-yl)methyl)-3,6-diazabicyclo[3.1.1]heptan-3-yl)pyridin-3-yl)pyrazolo[1,5-a]pyridine-3-carboxamide C1(CC1)NC(=O)C=1C=NN2C1C(=CC(=C2)OCC(C)(C)O)C=2C=NC(=CC2)N2CC1N(C(C2)C1)CC=1C=NC(=CC1)OC